BrN1C(=O)N(C(=O)C1(C)CCCC)Br 1,3-dibromo-5-n-butyl-5-methylhydantoin